FC(C(OC1=NN2C(C=CC=C2)=C1C#N)C1=NC=C(C=C1)F)(F)F [2,2,2-trifluoro-1-(5-fluoro-2-pyridyl)ethoxy]pyrazolo[1,5-a]pyridine-3-carbonitrile